(E)-3-(3-Chlorophenyl)-1-(2-hydroxy-4-prop-2-ynoxyphenyl)prop-2-en-1-one ClC=1C=C(C=CC1)/C=C/C(=O)C1=C(C=C(C=C1)OCC#C)O